(4-fluoro-3-methoxyphenyl)hydrazine hydrochloride Cl.FC1=C(C=C(C=C1)NN)OC